O[C@H]1[C@@H](O[C@@H]([C@H]1O)CO)N1C2=NC=3N(C=C2N=C1)C(C(N3)(C)O)O 3-((2R,3R,4S,5R)-3,4-dihydroxy-5-(hydroxymethyl)tetrahydrofuran-2-yl)-6,7-dihydroxy-6-methyl-6,7-dihydro-3H-imidazo[1,2-a]purin